BrC1=C(C(=O)C2(CC=C(CC2)C[C@H](C)NC(OC(C)(C)C)=O)O)C=CC(=C1)F tert-butyl ((2S)-1-(4-(2-bromo-4-fluorobenzoyl)-4-hydroxycyclohex-1-en-1-yl)propan-2-yl)carbamate